MethyleneDiphenyl di-Isocyanate C(C1=C(C=CC=C1)N=C=O)C1=C(C=CC=C1)N=C=O